OC1=C(CC=2C(=C(C=C(C2)C)CC2=C(C(=CC(=C2)C)CC2=C(C(=C(C=C2C)C)C)O)O)O)C(=CC(=C1C)C)C bis[3-(2-hydroxy-3,4,6-trimethylbenzyl)-2-hydroxy-5-methylphenyl]methane